(R)-N-((S)-1-(6-bromopyridin-3-yl)-2,2,2-trifluoroethyl)-N,2-dimethylpropane-2-sulfinamide BrC1=CC=C(C=N1)[C@@H](C(F)(F)F)N([S@](=O)C(C)(C)C)C